FC1=C(C=C(C(=O)NC=2C=NC=CC2)C=C1)C(=O)NC1=NC(=CC=C1)C1=NN=CN1C(C)C 4-Fluoro-N3-(6-(4-isopropyl-4H-1,2,4-triazol-3-yl)pyridin-2-yl)-N1-(pyridin-3-yl)isophthalamide